C1(CCC1)N1N=C(C=C1)N 1-cyclobutylpyrazol-3-amine